C(CCCCCCC)C1=CC=C(C=C1)C1C=CNN1 5-(4-n-octyl-phenyl)-pyrazoline